BrC=1C=CC=2C(N(C(C3=CC=CC1C23)=O)CCN(C)C)=O 6-bromo-2-(2-(dimethylamino)ethyl)-1H-benzo[de]isoquinoline-1,3(2H)-dione